N-(3-(5-chloro-2-methoxyphenyl)-1-((2S,3S)-3-hydroxybutan-2-yl)-1H-pyrazol-4-yl)pyrazolo[1,5-a]pyrimidine-3-carboxamide ClC=1C=CC(=C(C1)C1=NN(C=C1NC(=O)C=1C=NN2C1N=CC=C2)[C@@H](C)[C@H](C)O)OC